C(C)(C)(C)OC(=O)N1CC(C1)(CO)CO tert-butyl-3,3-bis(hydroxymethyl)azetidine-1-carboxylate